trans-4-[(4-(2-hydroxyethoxy)-6-[(1-methyl-1H-imidazol-4-yl)amino]pyrimidin-2-yl)amino]adamantan-1-ol OCCOC1=NC(=NC(=C1)NC=1N=CN(C1)C)NC1C2CC3(CC(CC1C3)C2)O